(S)-N-(7-(3-hydroxy-3-methylbut-1-yn-1-yl)-5-methyl-4-oxo-2,3,4,5-Tetrahydrobenzo[b][1,4]oxazepine-3-yl)-3-(1-methyl-1H-pyrazol-4-yl)imidazo[2,1-b]thiazole-6-carboxamide OC(C#CC1=CC2=C(OC[C@@H](C(N2C)=O)NC(=O)C=2N=C3SC=C(N3C2)C=2C=NN(C2)C)C=C1)(C)C